FC=1C=C(C=CC1CN1CCN(CC1)C1=CC=C(C=C1)NC1=NC=C(C(=N1)NCC1=CC(=CC=C1)S(=O)(=O)C)C(F)(F)F)N1C(NC(CC1)=O)=O 1-(3-fluoro-4-((4-(4-((4-((3-(methylsulfonyl)benzyl)amino)-5-(trifluoromethyl)pyrimidin-2-yl)amino)phenyl)piperazin-1-yl)methyl)phenyl)dihydropyrimidine-2,4(1H,3H)-dione